2-bromo-6-(methylthio)-4-(oxetan-3-ylmethoxy)pyridine BrC1=NC(=CC(=C1)OCC1COC1)SC